(((3-((4-((2-amino-3-chloropyridin-4-yl)oxy)-3-fluorophenyl)carbamoyl)-1-(4-fluorophenyl)-2-oxo-1,2-dihydropyridin-4-yl)-oxy)methyl)phosphonate NC1=NC=CC(=C1Cl)OC1=C(C=C(C=C1)NC(=O)C=1C(N(C=CC1OCP([O-])([O-])=O)C1=CC=C(C=C1)F)=O)F